C1(=CC=CC=C1)N1C(=NC(=C1)C)C 1-phenyl-dimethylimidazole